CN1CCN(CC1)C=1C=NC(=CC1)N 1-methyl-4-(6-aminopyridine-3-yl)piperazine